C(C)(C)(C)OC(=O)N[C@H]1CC(CC12OCCO2)C(=O)OCC Ethyl (9S)-9-(tert-butoxycarbonylamino)-1,4-dioxa-7-spiro[4.4]nonanoate